1-(furan-2-ylmethyl)-N-(1H-indol-3-yl)-2-oxo-2,3-dihydro-1H-thieno[2,3-b][1,4]thiazine-6-carboxamide O1C(=CC=C1)CN1C2=C(SCC1=O)SC(=C2)C(=O)NC2=CNC1=CC=CC=C21